(7R,8aS)-7-(2,3-dichloro-6-methoxyphenyl)-1-methyl-3H,6H,7H,8H,8aH-pyrrolo[1,2-a]pyrazin-4-one ClC1=C(C(=CC=C1Cl)OC)[C@H]1C[C@@H]2N(C(CN=C2C)=O)C1